2-(3-ethylsulfanyl-pyridin-2-yl)-1-methyl-5-trifluoromethoxy-1H-benzimidazole C(C)SC=1C(=NC=CC1)C1=NC2=C(N1C)C=CC(=C2)OC(F)(F)F